C(C)(=O)C1=CC=C(S1)CN(C(OC(C)(C)C)=O)C tert-butyl ((5-acetylthiophen-2-yl)methyl)(methyl)carbamate